4-((2-ethoxy-2-oxoethyl)sulfonamido)-2-(6-azaspiro[2.5]octan-6-yl)benzoic acid C(C)OC(CS(=O)(=O)NC1=CC(=C(C(=O)O)C=C1)N1CCC2(CC2)CC1)=O